CN(C\C=C/C1=C2C(=C(C=3N(C4=CC=CC=C4C13)C(=O)OC(C)(C)C)C)C1=CC=CC=C1N2C(=O)OC(C)(C)C)C (Z)-di-tert-butyl 6-(3-(dimethylamino)prop-1-enyl)-12-methylindolo[3,2-b]carbazole-5,11-dicarboxylate